FC=1C=C(C=C(C1N1N=CC=2C=NC(=CC21)NC2=NC=NC(=C2)C)F)CO (3,5-difluoro-4-(6-((6-methylpyrimidin-4-yl)amino)-1H-pyrazolo[4,3-c]pyridin-1-yl)phenyl)methanol